tert-Butyl-(S,E)-2-((3-(2-((methoxycarbonyl)amino)-7-(methylamino)-7-oxohept-5-enamido)-2-oxopyridin-1(2H)-yl)methyl)-1H-benzo[d]imidazol-1-carboxylat C(C)(C)(C)OC(=O)N1C(=NC2=C1C=CC=C2)CN2C(C(=CC=C2)NC([C@H](CC\C=C\C(=O)NC)NC(=O)OC)=O)=O